N-benzylurea C(C1=CC=CC=C1)NC(=O)N